2'-chloro-N-(5-cyclobutyl-1,3,4-thiadiazol-2-yl)-5'-methoxy-6-methyl-(4,4'-bipyridine)-3-carboxamide ClC1=NC=C(C(=C1)C1=C(C=NC(=C1)C)C(=O)NC=1SC(=NN1)C1CCC1)OC